N-(phenylbenzyl)-2-aminoethyl-3-aminopropyltrimethoxysilane hydrochloride Cl.C1(=CC=CC=C1)C(C1=CC=CC=C1)NCCC[Si](OCCCN)(OC)OC